CO[C@@]1(COCC1)C1=CC(=CC(=N1)N1C=C(C=2C=NC(=CC21)NC(=O)N)C)C (R)-1-(1-(6-(3-Methoxytetrahydrofuran-3-yl)-4-methylpyridin-2-yl)-3-methyl-1H-pyrrolo[3,2-c]pyridine-6-yl)urea